methyl 4-(4-aminopyrimidin-2-yl)-3-fluoro-5-methoxybenzoate NC1=NC(=NC=C1)C1=C(C=C(C(=O)OC)C=C1OC)F